1-(pyridin-3-yl)-7-(trifluoromethyl)-1,8-naphthyridine-2,4(1H,3H)-dione N1=CC(=CC=C1)N1C(CC(C2=CC=C(N=C12)C(F)(F)F)=O)=O